[I-].BrC=1C=[N+](C=CC1C(=CC=1C(OC2=CC(=C(C=C2C1SCCCC)[N+](=O)[O-])N(CC)CC)=O)C#N)CCCCO 3-bromo-4-(2-(4-(butylsulfanyl)-7-(diethylamino)-6-nitro-2-oxo-2H-chromen-3-yl)-1-cyanovinyl)-1-(4-hydroxybutyl)pyridine-1-ium iodide